CC1=NOC(=N1)N1C2CC(CC(C1)C2)N2CCC1(CNC(O1)=O)CC2 8-[6-(3-methyl-1,2,4-oxadiazol-5-yl)-6-azabicyclo[3.2.1]oct-3-yl]-1-oxa-3,8-diazaspiro[4.5]decan-2-one